C1(=C(C=CC=C1)OCC1C2C=CC(C1)C2)C2=CC=CC=C2 5-(([1,1'-biphenyl]-2-yloxy)methyl)bicyclo[2.2.1]hept-2-ene